ClC1=CC=C(C=C1)S(=O)(=O)CC(=O)O p-chlorophenyl-sulfonylacetic acid